phenylalanine hydrochloride Cl.N[C@@H](CC1=CC=CC=C1)C(=O)O